C12(CC(C1)C2)N2N=CC(=C2)B2OC(C(O2)(C)C)(C)C 1-(bicyclo[1.1.1]pentan-1-yl)-4-(4,4,5,5-tetramethyl-1,3,2-dioxaborolan-2-yl)-1H-pyrazole